C(COCCO)O 3-oxapentane-1,5-diol